ClC=1C(=NC(=NC1)NC=1C=CC2=C(CC[C@H](CC2)N2CCCC2)C1)NC1=C(C=CC=C1)S(=O)(=O)OC(C)C (S)-5-chloro-N4-(2-(isopropylsulfo)phenyl)-N2-(7-(pyrrolidin-1-yl)-6,7,8,9-tetrahydro-5H-benzo[7]annulen-2-yl)pyrimidine-2,4-diamine